FC1=CC(=CC(=C1)N1CC2(C1)CN(C2)CCF)F 2,6-difluoro-4-(6-(2-fluoroethyl)-2,6-diazaspiro[3.3]heptane-2-yl)benzene